N1C(=CC2=CC=CC=C12)[C@H](N1CC2=CC=C(C=C2C1=O)C1=CC=C(C=C1)NC(OC(C)(C)C)=O)C1=C(C=CC=C1)OC tert-butyl (R)-(4-(2-((1H-indole-2-yl)(2-methoxyphenyl)methyl)-3-oxoisoindole-5-yl)phenyl)carbamate